4-((((S)-3,3-difluorocyclopentyl)amino)methyl)-7,7-dimethyl-6,7-dihydro-5H-cyclopenta[b]pyridine-2-carboxamide FC1(C[C@H](CC1)NCC1=C2C(=NC(=C1)C(=O)N)C(CC2)(C)C)F